difluorophenethyl ether FC(CC1=CC=CC=C1)(F)OC(CC1=CC=CC=C1)(F)F